C(N)(OC1=C(C=C(C=C1)C(CC1(C(N(C2=CC=C(C=C12)CO)C)=O)C)=O)C(C)(C)C)=O (tert-butyl 4-(2-(5-(hydroxymethyl)-1,3-dimethyl-2-oxoindol-3-yl) acetyl) phenyl) carbamate